C(C)(C)(C)C1[C@@](N(CC1NC(=O)OCC1=CC=CC=C1)C(=O)OCC(C1OC1)OC(C)OCC)(C(=O)O)C 2-(1-Ethoxyethoxy)-2-(2-oxiranyl)ethanol 1-(tert-butyl)2-methyl-(2R)-4-(((benzyloxy)carbonyl)amino)pyrrolidine-1,2-dicarboxylate